O[C@H]1CC[C@@]2([C@H]3CC[C@@]4([C@H](CC[C@H]4[C@@H]3CC=C2C1)[C@H](C)OC=1C(=NC=CC1)C(=O)NC)C)C 3-((S)-1-((3S,8S,9S,10R,13S,14S,17S)-3-hydroxy-10,13-dimethyl-2,3,4,7,8,9,10,11,12,13,14,15,16,17-tetradecahydro-1H-cyclopenta[a]phenanthren-17-yl)ethoxy)-N-methylpicolinamide